Piperidin-4-yl-(5-(3-chloropyridin-2-yl)-1,3,4-oxadiazol-2-yl)methanone N1CCC(CC1)C(=O)C=1OC(=NN1)C1=NC=CC=C1Cl